tert-butyl 3-(2,7-dichloro-8-fluoropyrido[4,3-d]pyrimidin-4-yl)-3,9-diazabicyclo[4.2.1]nonane-9-carboxylate ClC=1N=C(C2=C(N1)C(=C(N=C2)Cl)F)N2CC1CCC(CC2)N1C(=O)OC(C)(C)C